NC(C(=O)N)(C)C 2-amino-2-methyl-propanamide